1',2',3',4',7',8'-hexahydrospiro[cyclopropane-1,9'-pyrido[4',3':3,4]pyrazolo[1,5-a][1,4]diazepin] C1NCCC2=NN3C(C=NC4(CC3)CC4)=C21